BrC1=NN(C(=C1)C=C(C)C)C1=CC=C(C=C1)C1CC1 3-Bromo-1-(4-cyclopropylphenyl)-5-(2-methylprop-1-en-1-yl)pyrazole